C(#N)C1=CC=C(CNC(=O)C2=NN(C=3C(N(CCC32)CC3(CC3)S(=O)(=O)C3(CC3)C3OC(OC3)(C)C)=O)C)C=C1 N-(4-cyanobenzyl)-6-((1-((1-(2,2-dimethyl-1,3-dioxolan-4-yl)cyclopropyl)sulfonyl)cyclopropyl)methyl)-1-methyl-7-oxo-4,5,6,7-tetrahydro-1H-pyrazolo[3,4-c]pyridine-3-carboxamide